5,6-dimethyl-1-(2-(phenylsulfanyl)cyclohexyl)-1H-benzimidazole CC1=CC2=C(N(C=N2)C2C(CCCC2)SC2=CC=CC=C2)C=C1C